1-(4-Chlorophenyl)-N-((2-(2,6-dioxopiperidin-3-yl)-1-oxoisoindolin-5-yl)methyl)cyclopentane-1-carboxamide ClC1=CC=C(C=C1)C1(CCCC1)C(=O)NCC=1C=C2CN(C(C2=CC1)=O)C1C(NC(CC1)=O)=O